FC1=C(C=CC(=C1)N1N=CC=C1)NC1=NC=C2C=CC(=NC2=C1)[C@@H](C1CCN(CC1)C)OC |r| (R) and (S)-N-[2-fluoro-4-(pyrazol-1-yl)phenyl]-2-[methoxy(1-methylpiperidin-4-yl)methyl]-1,6-naphthyridin-7-amine